C(C)N1N=C(C(=C1)C1=NN2C(=NC=3C(=CC=CC3C2=N1)C(F)(F)F)N[C@H]1C(NCCCC1)=O)C (3R)-3-{[2-(1-ethyl-3-methyl-1H-pyrazol-4-yl)-7-(trifluoromethyl)[1,2,4]triazolo[1,5-c]quinazolin-5-yl]amino}azepan-2-one